1-[4-(2,3-dichloro-6-hydroxyphenyl)piperidin-1-yl]2,3-dihydroxypropan-1-one ClC1=C(C(=CC=C1Cl)O)C1CCN(CC1)C(C(CO)O)=O